C1=C(C=CC2=CC=CC=C12)SCCCCCCCCC(C(=O)O)=C 8-(naphthalen-2-ylthio)octylacrylic acid